C(C)(C)(C)OCCOC1=C(C=C(OC1=O)C(=O)OC)I methyl 5-[2-(tert-butoxy)ethoxy]4-iodo-6-oxopyran-2-carboxylate